[Br-].COC1=CC(=C(C(=C1)C)NC(C[N+]1=CC=CC=C1)=O)C 1-(2-((4-methoxy-2,6-dimethylphenyl)amino)-2-oxoethyl)pyridin-1-ium bromide